(3R,5aS,6R,8aS,9R,10R,12R,12aR)-3,6,9-trimethyl-N-(pyridin-3-yl)decahydro-12H-3,12-epoxypyrano[4,3-j][1,2]benzodioxepin-10-carboxamide C[C@@]12OO[C@]34[C@@H](CC1)[C@@H](CC[C@H]3[C@H]([C@@H](O[C@@H]4O2)C(=O)NC=2C=NC=CC2)C)C